(1S,4S)-4-((2-(2,6-Dioxopiperidin-3-yl)-1-oxoisoindolin-4-yl)amino)-N-methylcyclohexane-1-carboxamide O=C1NC(CCC1N1C(C2=CC=CC(=C2C1)NC1CCC(CC1)C(=O)NC)=O)=O